COC1=CC=C(CN2N=C3C(=C2)C(CCC=C3)=O)C=C1 2-(4-methoxybenzyl)-5,6-dihydro-cyclohepta[c]pyrazol-4(2H)-one